(2R,6R)-(-)-2-amino-2-(2-chlorophenyl)-6-hydroxycyclohexanone hydrochloride Cl.N[C@@]1(C([C@@H](CCC1)O)=O)C1=C(C=CC=C1)Cl